O[C@@H]1C(OCC1(C)C)=O L-3-hydroxy-4,4-dimethyloxolan-2-one